[Pb].S1C=CC=C1.S1C=CC=C1 dithiophene lead